(4-tert-butyl)phenyl-1-ethoxy-6-methoxyisoquinoline C(C)(C)(C)C1=CC=C(C=C1)C=1N=C(C2=CC=C(C=C2C1)OC)OCC